O[C@@H](C(=O)N1CC2=C(C1)CN(C2)C(=O)OC(C)(C)C)C2=CC=CC=C2 tert-Butyl 5-[(2R)-2-hydroxy-2-phenylacetyl]-1H,2H,3H,4H,5H,6H-pyrrolo[3,4-c]pyrrole-2-carboxylate